C(C)(C)(C)OC(CN1N=C(C2=C1CCC2C(F)F)C(=O)OCC)=O ethyl 1-(2-(tert-butoxy)-2-oxoethyl)-4-(difluoromethyl)-1,4,5,6-tetrahydrocyclopenta[c]pyrazole-3-carboxylate